2-(4-(1-fluorocyclopropyl)phenyl)acetonitrile FC1(CC1)C1=CC=C(C=C1)CC#N